ethyl-3-[4-[[2,4-bis(trifluoromethyl)phenoxy]methyl]-3-methoxy-phenyl]pent-4-enoic acid ethyl ester C(C)OC(C(C(C=C)C1=CC(=C(C=C1)COC1=C(C=C(C=C1)C(F)(F)F)C(F)(F)F)OC)CC)=O